[[4-(trifluoromethyl)phenyl]methyl]carbamate FC(C1=CC=C(C=C1)CNC([O-])=O)(F)F